2-(2-((5-(1-aminoisoquinolin-5-yl)-1'-propionyl-2,3-dihydrospiro[indene-1,4'-piperidin]-3-yl)oxy)phenyl)acetic acid NC1=NC=CC2=C(C=CC=C12)C=1C=C2C(CC3(CCN(CC3)C(CC)=O)C2=CC1)OC1=C(C=CC=C1)CC(=O)O